(2-pyridyl)-phenyl-methane N1=C(C=CC=C1)CC1=CC=CC=C1